2-(2,6-Dimethylpyrimidin-4-yl)-5-{[2-(2H-1,2,3-triazol-2-yl)phenyl]carbonyl}octahydropyrrolo[3,4-c]pyrrole CC1=NC(=CC(=N1)N1CC2CN(CC2C1)C(=O)C1=C(C=CC=C1)N1N=CC=N1)C